CC1=C2C(=NC(=NC2=CC=C1)C(F)(F)F)SC1=CC=CC=C1 5-methyl-4-(phenylthio)-2-(trifluoromethyl)quinazoline